(2-bromoethyl)benzylcarbamate BrCCOC(NCC1=CC=CC=C1)=O